FC([C@H]1N(C(SC1)=O)C=1N=C2N(CCOC3=C2C=CC(=C3)N([C@H](C(=O)N)C)C)C1)F (S)-2-((2-((R)-4-(difluoromethyl)-2-oxothiazolidin-3-yl)-5,6-dihydrobenzo[f]imidazo[1,2-d][1,4]oxazepin-9-yl)(methyl)amino)propanamide